(-)-Methyl-3-(4-([1,1'-biphenyl]-4-yl)buta-2,3-dien-1-yl)-4-oxo-2-phenylthiochromane-3-carboxylate COC(=O)C1(C(SC2=CC=CC=C2C1=O)C1=CC=CC=C1)CC=C=CC1=CC=C(C=C1)C1=CC=CC=C1